FC1=CC=C(C=C1)N1N=C(C2=CC=CC=C2C1=O)C=1C=C(C=CC1)N(S(=O)(=O)N(C)C)C (3-(3-(4-fluorophenyl)-4-oxo-3,4-dihydro-phthalazin-1-yl)phenyl)-N-methyl-dimethyl-aminosulphonamide